(4Z)-2-(Cycloheptylamino)-4-(1,5-naphthyridin-2-ylmethylene)-1H-imidazol-5-one C1(CCCCCC1)NC=1NC(/C(/N1)=C/C1=NC2=CC=CN=C2C=C1)=O